5'-chloro-2'-({methyl[2-(pyridin-2-yl)ethyl]amino}methyl)-7',8'-dihydro-6'H-spiro[cyclohexane-1,9'-furo[2,3-f]quinazoline]-7'-one ClC=1C=C2C(=C3C4(NC(NC13)=O)CCCCC4)OC(=C2)CN(CCC2=NC=CC=C2)C